ClC1=NC(=C2N=CN(C2=N1)C[C@@H]1SC[C@H]([C@H]1O)O)NCC1=CC(=CC=C1)F (2S,3R,4S)-2-((2-chloro-6-((3-fluorobenzyl)amino)-9H-purin-9-yl)methyl)tetrahydrothiophene-3,4-diol